C(C)OC(=C)C1=C(C(=O)OC)C=CC(=C1)F methyl 2-(1-ethoxyvinyl)-4-fluorobenzoate